(2-chloro-5-fluorophenyl)(4,6-dibromobenzo[b]thiophen-5-yl)methanol ClC1=C(C=C(C=C1)F)C(O)C1=C(C2=C(SC=C2)C=C1Br)Br